[(3S)-3-(1H-1,2,4-Triazol-5-yl)pyrrolidin-1-yl]-[2-[4-(trifluoromethoxy)phenyl]sulfonyl-2,6-diazaspiro[3.3]heptan-6-yl]methanone N1N=CN=C1[C@@H]1CN(CC1)C(=O)N1CC2(CN(C2)S(=O)(=O)C2=CC=C(C=C2)OC(F)(F)F)C1